2-chloro-N-cyclopentyl-6-methyl-7-tosyl-7H-pyrrolo[2,3-d]Pyrimidine-4-amine ClC=1N=C(C2=C(N1)N(C(=C2)C)S(=O)(=O)C2=CC=C(C)C=C2)NC2CCCC2